FC1=C(C=CC=C1F)[C@H]1C(C=2C(=NC=CC2)[C@@H](CC1)O[Si](C(C)C)(C(C)C)C(C)C)=O (6S,9R)-6-(2,3-difluorophenyl)-6,7,8,9-tetrahydro-9-(triisopropylsiloxy)-5H-cyclohepta[b]pyridin-5-one